COC1=CC=C(C=C1)B(C1=CC=C(C=C1)OC)C1=CC=C(C=C1)OC Tris(4-methoxyphenyl)borane